CN1N=C(C=C1OC(COC1=C(C=C(C=C1)Cl)Cl)=O)C 2-(2,4-dichlorophenoxy)acetic acid 1,3-dimethyl-1H-pyrazol-5-yl ester